(R)-(3-(1-([1,1'-biphenyl]-4-yl)-3-acetamidopropan-2-yl)-1,2,3-oxadiazol-3-ium-5-yl)((3-(trifluoromethyl)phenyl)carbamoyl)amide C1(=CC=C(C=C1)C[C@H](CNC(C)=O)[N+]1=NOC(=C1)[N-]C(NC1=CC(=CC=C1)C(F)(F)F)=O)C1=CC=CC=C1